2-(4-(1,1-difluoroethyl)phenyl)acetic acid FC(C)(F)C1=CC=C(C=C1)CC(=O)O